15-(4-{2-[1-(5-chloro-1H-1,3-benzodiazol-2-yl)-5-hydroxy-3-[4-(trifluoromethyl)phenyl]-1H-pyrazol-4-yl]ethyl}phenyl)-3,6,9,12-tetraoxapentadecanoic acid ClC1=CC2=C(NC(=N2)N2N=C(C(=C2O)CCC2=CC=C(C=C2)CCCOCCOCCOCCOCC(=O)O)C2=CC=C(C=C2)C(F)(F)F)C=C1